COC=1C=C(C=CC1)C1=CC(=CC=C1OC)[C@H](CC(=O)O)NC(=O)NC=1C(N(C=CC1O)C)=O (S)-3-(3',6-dimethoxybiphenyl-3-yl)-3-(3-(4-hydroxy-1-methyl-2-oxo-1,2-dihydropyridin-3-yl)ureido)propionic acid